tert-butyl 6-cyano-2-(2-(4-ethyl-3-iodophenyl)propan-2-yl)-1H-indole-3-carboxylate C(#N)C1=CC=C2C(=C(NC2=C1)C(C)(C)C1=CC(=C(C=C1)CC)I)C(=O)OC(C)(C)C